2,5-dichloro-N-(2-(((R)-3-methyl-1-((1R,7S)-11-methyl-2,6-dioxo-3,5-dioxa-9,11-diaza-4-borabicyclo[5.3.1]undecan-4-yl)butyl)amino)-2-oxoethyl)benzamide ClC1=C(C(=O)NCC(=O)N[C@@H](CC(C)C)B2OC([C@H]3CNC[C@@H](C(O2)=O)N3C)=O)C=C(C=C1)Cl